bis(cyclopentadiene) hafnium [Hf].C1=CC=CC1.C1=CC=CC1